methyl (S)-2-(7a-(((tert-butyldimethylsilyl)oxy)methyl)tetrahydro-1H-pyrrolizin-2(3H)ylidene)acetate [Si](C)(C)(C(C)(C)C)OC[C@]12CCCN2CC(C1)=CC(=O)OC